C1N(CCC2=CC=CC=C12)CC=1OC=C(C(C1)=O)OCC1CC2(C1)CCN(CC2)C2=NC=CC=N2 2-((3,4-Dihydroisoquinolin-2(1H)-yl)methyl)-5-((7-(pyrimidin-2-yl)-7-azaspiro-[3.5]nonan-2-yl)methoxy)-4H-pyran-4-one